(2S,3R,4S)-2-[(3'-chloro-2-fluoro[1,1'-biphenyl]-3-yl)methyl]-4-fluoro-3-[(methanesulfonyl)amino]-N,N-dimethylpyrrolidine-1-carboxamide ClC=1C=C(C=CC1)C1=C(C(=CC=C1)C[C@@H]1N(C[C@@H]([C@@H]1NS(=O)(=O)C)F)C(=O)N(C)C)F